1,3-bis({1-[4-(trifluoromethyl)phenyl]-1H-1,2,3,4-tetrazol-5-yl}methyl)urea FC(C1=CC=C(C=C1)N1N=NN=C1CNC(=O)NCC1=NN=NN1C1=CC=C(C=C1)C(F)(F)F)(F)F